ClC1=C(C=CC(=C1)F)/C(=C(/C=1C=C2C=NNC2=CC1)\C1=CC=C(C=C1)/C=C/C(=O)O)/C(C)C (E)-3-(4-((E)-2-(2-chloro-4-fluorophenyl)-1-(1H-indazol-5-yl)-3-methylbutan-1-en-1-yl)phenyl)acrylic acid